C(C)(C)(C)C1=CC=C(C(=N1)F)C=1CSC2=CC(=CC=C2C1C1=CC=C(C=C1)O[C@@H]1CN(CC1)CCCF)O 3-(6-tert.-Butyl-2-Fluoro-3-pyridyl)-4-[4-[(3S)-1-(3-fluoropropyl)pyrrolidin-3-yl]oxyphenyl]-2H-thiochromen-7-ol